N1=CC=CC2=CC=CC(=C12)NC(CCC=C)=O N-(quinoline-8-yl)pent-4-enamide